OCC1CCC(CC1)CO 1,4-di(hydroxymethyl)cyclohexane